BrC=1C=C(C2=C(N(C=N2)CCC[C@H]2NCCC[C@@H]2O)C1)F (2R,3S)-2-(3-(6-bromo-4-fluoro-1H-benzo[d]imidazol-1-yl)propyl)piperidin-3-ol